D-mannopyranosyl azide tetraacetate C(C)(=O)O.C(C)(=O)O.C(C)(=O)O.C(C)(=O)O.C1([C@@H](O)[C@@H](O)[C@H](O)[C@H](O1)CO)N=[N+]=[N-]